N-(2-(7-cyano-1'-((1s,4s)-4-isopropylcyclohexyl)-3-oxo-1H-spiro[isoquinoline-4,4'-piperidin]-2(3H)-yl)ethyl)methanesulfonamide C(#N)C1=CC=C2C(=C1)CN(C(C21CCN(CC1)C1CCC(CC1)C(C)C)=O)CCNS(=O)(=O)C